ClC1=C(C(=CC=C1)Cl)CCC1=C(C=CC=C1Cl)Cl 1,2-bis(2,6-dichlorophenyl)ethane